Cl.CC1[C@](N(CC1)C1CC1)(C(=O)O)C dimethylcyclopropyl-proline hydrochloride